hexafluorophosphate-ethylene C=C.F[P-](F)(F)(F)(F)F